BrC=1C(=NSC1)OCC1=C(C=C(C#N)C=C1)F 4-(((4-bromoisothiazol-3-yl)oxy)methyl)-3-fluorobenzonitrile